C(#N)C1=NC2=CC(=CC(=C2N=C1N1CC(OCC1)C)[C@@H](C)NC1=C(C(=O)O)C=CC=C1)C 2-(((1R)-1-(2-cyano-7-methyl-3-(2-methylmorpholino)quinoxalin-5-yl)-ethyl)amino)benzoic acid